2,2-dimethylpropionohydrazide CC(C(=O)NN)(C)C